NC=1C=C(C=C2C=C(N=CC12)NC(=O)[C@@H]1[C@H](C1)C#N)C1=C(C=CC=C1C)C#N (1S,2S)-N-(8-amino-6-(2-cyano-6-methylphenyl)isoquinolin-3-yl)-2-cyanocyclopropanecarboxamide